butyl (R)-(1-(5-(4-cyano-3-fluorophenyl)-1-(4-(4-(3-hydroxypropoxy) piperidin-1-yl)phenyl)-1H-pyrazole-3-carbonyl)piperidin-3-yl)carbamate C(#N)C1=C(C=C(C=C1)C1=CC(=NN1C1=CC=C(C=C1)N1CCC(CC1)OCCCO)C(=O)N1C[C@@H](CCC1)NC(OCCCC)=O)F